N1=C(N=CC=C1)[C@](C)(C#C)O (S)-2-(pyrimidin-2-yl)but-3-yn-2-ol